BrC=1C=C(NCC=2N=C(OC2)\C=C\C2=CC=C(C=C2)C(F)(F)F)C=CC1 (E)-3-bromo-N-((2-(4-(trifluoromethyl)styryl)oxazol-4-yl)methyl)aniline